(undecyl) alcohol C(CCCCCCCCCC)O